BrC1=CN=C2N1C=C(C=C2)C(=O)OC Methyl 3-bromoimidazo[1,2-a]pyridine-6-carboxylate